ClC=1C(NN=CC1N1C[C@@H](CC1)OC1=NC=NC(=C1)C=1C(=NN(C1C)CC1COC1)C)=O (R)-4-chloro-5-(3-((6-(3,5-dimethyl-1-(oxetan-3-ylmethyl)-1H-pyrazol-4-yl)pyrimidin-4-yl)oxy)pyrrolidin-1-yl)pyridazin-3(2H)-one